NC1=C2N=CN(C2=NC=N1)C[C@@H](C)OCP1(OCC(CO1)CC(=O)OC)=O (R)-methyl 2-(2-(((1-(6-amino-9H-purin-9-yl)propan-2-yl)oxy)methyl)-2-oxo-1,3,2-dioxaphosphinan-5-yl)acetate